C(C1=CC=CC=C1)[C@H]1N(CCN(C1)S(=O)(=O)C)C1=NC=C2C(=N1)N(N=C2C=2C(=C(C(=CC2)Cl)O)F)C (R)-3-(6-(2-benzyl-4-(methylsulfonyl)piperazin-1-yl)-1-methyl-1H-pyrazolo[3,4-d]pyrimidin-3-yl)-6-chloro-2-fluorophenol